C(C)(C)(C)OP(=O)(OC(C)(C)C)C(C=1C=C2C=C(NC2=CC1)C(=O)OCC1=CC=CC=C1)O Benzyl 5-[[bis(tert-butoxy)phosphoryl](hydroxy)methyl]-1H-indole-2-carboxylate